C(CCC\C=C/C\C=C/C\C=C/C\C=C/C\C=C/CC)(=O)O (5Z,8Z,11Z,14Z,17Z)-eicosa-5,8,11,14,17-pentaenoic acid